ClCC(CC1=CC(=C(C=C1)F)F)=O 3-chloro-1-(3,4-difluorophenyl)acetone